1-((2-aminoethyl)amino)-3-(dodecylamino)propan-2-ol NCCNCC(CNCCCCCCCCCCCC)O